C(CC)SCC1CN(C1)C(=O)C=1C(=CC(=C(C#N)C1)C1=CC=C(C=C1)C(F)(F)F)C(F)(F)F 5-[3-(propylsulfanylmethyl)azetidine-1-carbonyl]-4-(trifluoromethyl)-2-[4-(trifluoromethyl)phenyl]-benzonitrile